1-[4-[2-(4-aminocyclohexyl)thiazol-5-yl]-3-(tert-butylsulfamoyl)phenyl]-3-benzyl-urea NC1CCC(CC1)C=1SC(=CN1)C1=C(C=C(C=C1)NC(=O)NCC1=CC=CC=C1)S(NC(C)(C)C)(=O)=O